tetratriacontan-1-yl pentatriacontanoate C(CCCCCCCCCCCCCCCCCCCCCCCCCCCCCCCCCC)(=O)OCCCCCCCCCCCCCCCCCCCCCCCCCCCCCCCCCC